F[C@@H]1CN(CC1)C(=O)[C@@H]1C[C@H](CC=2N1C(N(N2)CC=2C=NC(=CC2)C(F)(F)F)=O)C(F)(F)F (5S,7R)-5-{[(3S)-3-fluoropyrrolidin-1-yl]carbonyl}-7-(trifluoromethyl)-2-{[6-(trifluoromethyl)pyridine-3-yl]methyl}-5,6,7,8-tetrahydro[1,2,4]triazolo[4,3-a]pyridin-3(2H)-one